ClC=1C=CC(=C(C1)[C@H]1C[C@H](C1)NC(=O)C=1N=NN(C1)[C@H](C)C1=CC=C2C3(CN(CC2=C1)C)CC3)C#N N-((cis)-3-(5-Chloro-2-cyanophenyl)cyclobutyl)-1-((R)-1-(2'-methyl-2',3'-dihydro-1'H-spiro[cyclopropane-1,4'-isoquinolin]-7'-yl)ethyl)-1H-1,2,3-triazole-4-carboxamide